N[C@H](C(CN(S(=O)(=O)C1=CC=NC=C1)C[C@@H](C)O)=O)CC1=CC=CC=C1 N-((S)-3-amino-2-oxo-4-phenylbutyl)-N-((R)-2-hydroxypropyl)pyridine-4-sulfonamide